NCCCN1CCN(CC1)CCCN 1,4-bis-(3-aminopropyl)piperazine